CC1(CC1)NC(=O)C1[C@H]2CN(C[C@@H]12)C(=O)OC(C)(C)C tert-butyl (1R,5S,6r)-6-[(1-methylcyclopropyl) carbamoyl]-3-azabicyclo[3.1.0]hexane-3-carboxylate